O1C(=CC=C1)C=1C=CC(=C(C1)NC1=NC=NC2=CC(=C(C=C12)OC1CN(C1)C(C=C)=O)OC)OC1COC1 1-(3-((4-((5-(furan-2-yl)-2-(oxetan-3-yloxy)phenyl)amino)-7-methoxyquinazolin-6-yl)oxy)azetidin-1-yl)prop-2-en-1-one